O([Si](C1=CC=CC=C1)(C1=CC=CC=C1)C(C)(C)C)CCCO 3-(tert-butyldiphenylsiloxy)propan-1-ol